C1(CC1)NC(C(C(C[C@H]1C(NCC1)=O)NC([C@H](CC(C)(C)C)NC(C[C@@H](CC)C1=CC=C(C=C1)OC)=O)=O)=O)=O (2S)-N-(4-(Cyclopropylamino)-3,4-dioxo-1-((S)-2-oxopyrrolidin-3-yl)butan-2-yl)-2-((R)-3-(4-methoxyphenyl)pentanamido)-4,4-dimethylpentanamid